(S)-2-(2-(3-chloro-5-methoxypyridin-4-yl)-2-methylpropanamido)-4-(((S)-3-fluoro-2-methoxypropyl)(4-(5,6,7,8-tetrahydro-1,8-naphthyridin-2-yl)butyl)amino)butanoic acid ClC=1C=NC=C(C1C(C(=O)N[C@H](C(=O)O)CCN(CCCCC1=NC=2NCCCC2C=C1)C[C@@H](CF)OC)(C)C)OC